ClC1=CC(=NC(=C1)C)C(=O)N 4-chloro-6-methylpicolinamide